C(C)N1CCN(CC1)C=1SC2=C(N1)C=CC(=C2)C(=O)NC(C)C 2-(4-ethylpiperazin-1-yl)-N-isopropyl-benzo[d]thiazole-6-carboxamide